2,4,6-trimethylphenyl-pinacol boronate B(O)O.CC1=C(C(=CC(=C1)C)C)CC(O)(C)C(C)(C)O